Dodecane-1,12-diyl dipentyl bis(vinylphosphonate) C(=C)P(OCCCCCCCCCCCCOP(OCCCCC)(=O)C=C)(OCCCCC)=O